(2S)-3-Hydroxy-2-{4-[(2-methylpentyl)oxy]phenyl}-N-(2-phenylethyl)propenamide OC=C(C(=O)NCCC1=CC=CC=C1)C1=CC=C(C=C1)OC[C@H](CCC)C